BrC=1N=C(N(N1)C1=NC=C(C=C1)F)C(C)N 1-[5-bromo-2-(5-fluoro-2-pyridyl)-1,2,4-triazol-3-yl]ethanamine